(5-(3,5-difluorophenyl)-4,5-dihydro-1H-pyrazol-1-yl) ketone FC=1C=C(C=C(C1)F)C1CC=NN1C(=O)N1N=CCC1C1=CC(=CC(=C1)F)F